The molecule is a mannotetraose comprised of a trisaccharide unit of D-mannose residues linked sequentially alpha(1->2) and alpha(1->6), while to the residue proximal to that at the reducing end is linked alpha(1->6) the fourth D-mannose residue. C([C@@H]1[C@H]([C@@H]([C@@H]([C@H](O1)OC[C@@H]2[C@H]([C@@H]([C@@H]([C@H](O2)OC[C@@H]3[C@H]([C@@H]([C@@H](C(O3)O)O)O)O)O[C@@H]4[C@H]([C@H]([C@@H]([C@H](O4)CO)O)O)O)O)O)O)O)O)O